2-((2S,4S)-1-acryloyl-4-(8-chloro-7-(3-chloro-2-methylphenyl)-6-fluoro-4-(((S)-1-methylpyrrolidin-2-yl)methoxy)-1H-[1,2,3]triazolo[4,5-c]quinolin-1-yl)piperidin-2-yl)acetonitrile C(C=C)(=O)N1[C@@H](C[C@H](CC1)N1N=NC=2C(=NC=3C(=C(C(=CC3C21)Cl)C2=C(C(=CC=C2)Cl)C)F)OC[C@H]2N(CCC2)C)CC#N